FC(OC1=NN(C2=C(C=CC=C12)C(=O)O)CC1=NC=C(N=C1)C1=CC(=CC(=C1)OC)F)F (difluoromethoxy)-1-((5-(3-fluoro-5-methoxyphenyl)pyrazin-2-yl)methyl)-1H-indazole-7-carboxylic acid